ClC=1C=CC2=C(CC(C=3C(=NC=CC3)C2)O)C1 8-chloro-5-hydroxy-5,6-dihydro-11H-benzo[5,6]cyclohepta[1,2-b]pyridin